(1r,3r)-3-fluoro-N-(4-(trifluoromethyl)benzyl)cyclobutan-1-amine FC1CC(C1)NCC1=CC=C(C=C1)C(F)(F)F